4-(2-fluorophenyl)-7-(4-methyl-1,3-thiazol-5-yl)-2-(2-(2-propenoyl)-2,6-diazaspiro[3.4]octan-6-yl)-5,6,7,8-tetrahydro-1,7-naphthyridine-3-carbonitrile FC1=C(C=CC=C1)C1=C(C(=NC=2CN(CCC12)C1=C(N=CS1)C)N1CC2(CN(C2)C(C=C)=O)CC1)C#N